CC=1OC(=C(N1)C=1C=C2CN(C(C2=CC1)=O)C1C(NC(CC1)=O)=O)C1=CC=CC=C1 3-(5-(2-Methyl-5-phenyloxazol-4-yl)-1-oxoisoindolin-2-yl)piperidine-2,6-dione